(2-((3,7-dimethyloct-1,6-dien-1-yl)oxy)ethyl)benzene CC(C=COCCC1=CC=CC=C1)CCC=C(C)C